(S)-1-(3-ethoxy-4-methoxyphenyl)-2-(methylsulfonyl)ethanamine C(C)OC=1C=C(C=CC1OC)[C@@H](CS(=O)(=O)C)N